C1(=CC=CC2=CC=CC=C12)C1(CC1)[C@H](C)OC(CC)=O propionic acid [(1S)-1-[1-(1-naphthyl) cyclopropyl] ethyl] ester